N-(8-(((3S,4R)-3-fluoro-1-methylpiperidin-4-yl)amino)-2-(3-((2-methoxy-4-(methylsulfonyl)phenyl)amino)prop-1-yn-1-yl)-3-(2,2,2-trifluoroethyl)imidazo[1,2-a]pyridin-6-yl)methacrylamide F[C@H]1CN(CC[C@H]1NC=1C=2N(C=C(C1)NC(C(=C)C)=O)C(=C(N2)C#CCNC2=C(C=C(C=C2)S(=O)(=O)C)OC)CC(F)(F)F)C